NC1CCN(CC1)C=1C(=NC(=NC1)S(=O)(=O)C)NC1=CC(=C(C(=C1)F)F)F (4-aminopiperidin-1-yl)-2-(methylsulfonyl)-N-(3,4,5-trifluorophenyl)pyrimidin-4-amine